N-(3-((1s,3s)-3-(cyanomethyl)-1-(4-methyl-4H-1,2,4-triazol-3-yl)cyclobutyl)phenyl)-4-formyl-7,7-dimethyl-6,7-dihydro-5H-cyclopenta[b]pyridine-2-carboxamide C(#N)CC1CC(C1)(C1=NN=CN1C)C=1C=C(C=CC1)NC(=O)C1=CC(=C2C(=N1)C(CC2)(C)C)C=O